ClC1=CC(=C(CNC2=NC=3CN(CCC3C=C2C(F)(F)F)CC2=NC3=C(C=NC(=C3)C#N)N2C[C@H]2OCC2)C=C1)F (S)-2-((2-((4-chloro-2-fluorobenzyl)amino)-3-(trifluoromethyl)-5,8-dihydro-1,7-naphthyridin-7(6H)-yl)methyl)-3-(oxetan-2-ylmethyl)-3H-imidazo[4,5-c]pyridine-6-carbonitrile